C(C)N1CC(C1)N1N=CC(=C1)O 1-(1-ethyl-azetidin-3-yl)-1H-pyrazol-4-ol